C(=CC=CCCCCCCCCCCCCCC)C(CC=CO)(C=CCCCCCCCCCCCCCCCCC)O 4-[(9z,12z)-octadecadienyl]-(13z,16z)-tricosandiene-1,4-diol